C(C)[Si]1(O[Si](O[Si](O[Si](O[Si](O1)(CC)CC)(CC)CC)(CC)CC)(CC)CC)CC decaethyl-cyclopentasiloxane